methyl N,N-diethylglycinate CCN(CC)CC(=O)OC